5-iodo-2-(azetidin-3-yl)-2H-indazole IC1=CC2=CN(N=C2C=C1)C1CNC1